ClC1=C(C=CC=C1)N1CCN(CC1)\C(=N/O)\C1=C(C=C(C=C1)Cl)Cl (Z)-(4-(2-chlorophenyl)piperazin-1-yl)(2,4-dichlorophenyl)methanone oxime